ClC1=CC2=C(NC(=N2)N2N=C(C(=C2O)CCC2=CC=C(C=C2)CCCOCCOCCOCC(=O)O)C2=CC=C(C=C2)C(F)(F)F)C=C1 2-(2-{2-[3-(4-{2-[1-(5-chloro-1H-1,3-benzodiazol-2-yl)-5-hydroxy-3-[4-(trifluoromethyl)phenyl]-1H-pyrazol-4-yl]ethyl}phenyl)propoxy]ethoxy}ethoxy)acetic acid